[Co].C(C=1C(O)=CC=CC1)=NCCN=CC=1C(O)=CC=CC1 bis(salicylidene)ethylenediamine cobalt